4-CHLORO-3-METHOXYPYRIDINE-2-CARBOXALDEHYDE ClC1=C(C(=NC=C1)C=O)OC